5-bromo-1H-benzo[ct]indol-2-one BrC=1C=CC=2C(NC3=CC=CC1C23)=O